2-fluoro-N-[3-[2-(methylamino)quinazolin-7-yl]phenyl]prop-2-enamide FC(C(=O)NC1=CC(=CC=C1)C1=CC=C2C=NC(=NC2=C1)NC)=C